3,5-difluoro-N-((3S,4S)-4-fluoropiperidin-3-yl)-6-(7-methoxy-6-(oxetan-2-yl)imidazo[1,2-b]pyridazin-3-yl)pyridin-2-amine FC=1C(=NC(=C(C1)F)C1=CN=C2N1N=C(C(=C2)OC)C2OCC2)N[C@H]2CNCC[C@@H]2F